C(C)[NH+](CC)CC.C(O)CN ethanolamine, triethylammonium salt